(2r,5r)-2-(2-(4-bromophenyl)-5-(4-fluorophenyl)-2H-1,2,3-triazol-4-yl)-5-methyl-3-(2-(2-oxo-2,3-dihydro-1H-benzo[d]imidazol-5-yl)ethyl)oxazolidin-4-one BrC1=CC=C(C=C1)N1N=C(C(=N1)[C@H]1O[C@@H](C(N1CCC1=CC2=C(NC(N2)=O)C=C1)=O)C)C1=CC=C(C=C1)F